N-(5-Phenyl-2-pyridinyl)[(3,4,6,7-tetrahydro-4-oxo-3-phenylthieno[3,2-d]pyrimidin-2-yl)thio]acetamide C1(=CC=CC=C1)C=1C=CC(=NC1)NC(CSC=1N(C(C2=C(N1)CCS2)=O)C2=CC=CC=C2)=O